racemic-spiro[chroman-4,1'-indan] [C@@]12(CCC3=CC=CC=C13)CCOC1=CC=CC=C12 |r|